ClC1=C(N=C(NC1=O)C1=CC(=NC=C1)F)N1CCC2(CCCO2)CC1 5-chloro-2-(2-fluoro-4-pyridinyl)-4-(1-oxa-8-azaspiro[4.5]decan-8-yl)-1H-pyrimidin-6-one